C(#N)C=1C=CC(=NC1)N1CCN(CC1)C1=C(C=C(C=C1)NC(C1=CC=C(C=C1)OC)=O)C N-[4-[4-(5-Cyano-2-pyridyl)piperazin-1-yl]-3-methylphenyl]-4-methoxybenzamid